(6aS,8R)-6a-(difluoromethyl)-8-((4,5-dimethyl-6-vinylpyridin-3-yl)oxy)-2-(3-fluoro-2-methoxyphenyl)-5,6,6a,7,8,9-hexahydropyrrolo[1',2':4,5]pyrazino[2,3-c]pyridazine FC([C@@]12N(C=3C(=NN=C(C3)C3=C(C(=CC=C3)F)OC)NC1)C[C@@H](C2)OC=2C=NC(=C(C2C)C)C=C)F